1-[5-fluoro-2-(4-methylpiperazin-1-yl)pyridin-4-yl]-N-(2-{imidazo[1,2-a]pyridin-3-yl}propan-2-yl)azetidine-3-carboxamide FC=1C(=CC(=NC1)N1CCN(CC1)C)N1CC(C1)C(=O)NC(C)(C)C1=CN=C2N1C=CC=C2